NC=1N(C2=C(N1)C=CC(=C2)CNC(=O)[C@H]2N(C[C@@H](C2)O)C([C@H](C(C)(C)C)N2N=NC(=C2)C2CC2)=O)C (2S,4R)-N-[(2-amino-3-methyl-benzimidazol-5-yl)methyl]-1-[(2S)-2-(4-cyclopropyltriazol-1-yl)-3,3-dimethyl-butanoyl]-4-hydroxy-pyrrolidine-2-carboxamide